4-(2,4-Dimethoxyphenyl)-2-(4-methoxyphenyl)pyrimidine COC1=C(C=CC(=C1)OC)C1=NC(=NC=C1)C1=CC=C(C=C1)OC